BrC=1C(=C(C=CC1)NC(=O)C1=NC=C(C=C1)CNCCO[Si](C)(C)C(C)(C)C)Cl N-(3-bromo-2-chloro-phenyl)-5-[[2-[tert-butyl(dimethyl)silyl]oxyethylamino]methyl]pyridine-2-carboxamide